COC1=CC=C(C=C1)NC(=O)C=1N=NC=CC1 N-(4-methoxyphenyl)pyridazine-3-Carboxamide